tert-butyl N-{2-[(4S,5S)-4-(4-fluorophenyl)-3-methyl-6-oxo-1-phenyl-5-[3-(trifluoromethyl) benzamido]-1H,4H,5H,6H,7H-pyrazolo[3,4-b]pyridin-7-yl]ethyl}carbamate FC1=CC=C(C=C1)[C@H]1C2=C(N(C([C@H]1NC(C1=CC(=CC=C1)C(F)(F)F)=O)=O)CCNC(OC(C)(C)C)=O)N(N=C2C)C2=CC=CC=C2